2,5-bis((9Z,12Z)-octadeca-9,12-dien-1-yloxy)benzyl (3-(dimethylamino)propyl) carbonate C(OCC1=C(C=CC(=C1)OCCCCCCCC\C=C/C\C=C/CCCCC)OCCCCCCCC\C=C/C\C=C/CCCCC)(OCCCN(C)C)=O